4-Chloro-2-(3,5-dimethyl-1-{[2-(trimethylsilyl)ethoxy]methyl}-1H-pyrazol-4-yl)-3-nitropyridine ClC1=C(C(=NC=C1)C=1C(=NN(C1C)COCC[Si](C)(C)C)C)[N+](=O)[O-]